THIAZOLOPYRROLONE N1=CS(C2=C1C=CN2)=O